CC=1C=C(\C=N\NC2=C3N=CN(C3=NC(=N2)N2CCOCC2)CC(=O)N2CCCC2)C=CC1 (E)-2-(6-(2-(3-methylbenzylidene)hydrazinyl)-2-morpholino-9H-purin-9-yl)-1-(pyrrolidin-1-yl)ethan-1-one